CC1(OCC(O1)CN=C=NCC1OC(OC1)(C)C)C 1,3-bis(2,2-dimethyl-1,3-dioxolan-4-ylmethyl)carbodiimide